methyl (S)-3-((7-oxo-1-(5-phenyl-1H-imidazol-2-yl)nonyl)carbamoyl)-1-oxa-2,8-diazaspiro[4.5]dec-2-ene-8-carboxylate O=C(CCCCC[C@@H](C=1NC(=CN1)C1=CC=CC=C1)NC(=O)C1=NOC2(C1)CCN(CC2)C(=O)OC)CC